CC1([C@@H](C[C@H]1C1=CC=CC=C1)O)C (1R,3S)-2,2-Dimethyl-3-phenylcyclobutan-1-ol